7-isopropoxy-2-methylimidazo[1,2-a]pyrazine-6-carboxylic acid C(C)(C)ON1C=C2N(C=C1C(=O)O)CC(=N2)C